ethyl 3-[(tert-butoxycarbonylamino)methyl]-5-propyl-4H-1,2-oxazole-5-carboxylate C(C)(C)(C)OC(=O)NCC1=NOC(C1)(C(=O)OCC)CCC